FC1=C(C=CC(=C1F)B1OC(C(O1)(C)C)(C)C)N1C(C(CCC1)NC(OC(C)(C)C)=O)=O tert-Butyl (1-(2,3-difluoro-4-(4,4,5,5-tetramethyl-1,3,2-dioxaborolan-2-yl)phenyl)-2-oxopiperidin-3-yl)carbamate